FC(C1=NN=C(O1)C=1C=CC(=NC1)CN(C(=O)N1CCS(CC1)(=N)=O)C1=CC=CC=C1)F N-((5-(5-(difluoromethyl)-1,3,4-oxadiazol-2-yl)pyridin-2-yl)methyl)-1-imino-N-phenylthiomorpholin-4-carboxamide 1-oxide